2-(((1S,2R)-2-(4-(2-aminopropan-2-yl)phenyl)cyclopropyl)methyl)-N-(2,4-dimethoxybenzyl)-7,9-difluoro-[1,2,4]triazolo[1,5-c]quinazolin-5-amine NC(C)(C)C1=CC=C(C=C1)[C@H]1[C@@H](C1)CC1=NN2C(=NC=3C(=CC(=CC3C2=N1)F)F)NCC1=C(C=C(C=C1)OC)OC